(2-{[(1S)-1-(3-fluoropyridin-2-yl)ethyl]amino}-1,3-thiazol-5-yl)[3-isopropoxy[1,4'-bipiperidine]-1'-yl]methanone FC=1C(=NC=CC1)[C@H](C)NC=1SC(=CN1)C(=O)N1CCC(CC1)N1CC(CCC1)OC(C)C